(R)-4-Methyl-6-(3-((3-(pyrrolidin-1-yl)benzyl)amino)piperidin-1-yl)pyrimidin-2-amine CC1=NC(=NC(=C1)N1C[C@@H](CCC1)NCC1=CC(=CC=C1)N1CCCC1)N